(S)-2-((tetrahydrofuran-3-yl)oxy)acetic acid tert-butyl ester C(C)(C)(C)OC(CO[C@@H]1COCC1)=O